6-tert-Butyl-4-chloro-5-(3-chlorophenyl)thieno[2,3-d]pyrimidin C(C)(C)(C)C1=C(C2=C(N=CN=C2Cl)S1)C1=CC(=CC=C1)Cl